3-[5-(2-propyl)-1-cyclohexen-1-yl]propanal CC(C)C1CCC=C(C1)CCC=O